4,4'-((2,5-dibromo-1,3-phenylene)bis(oxy))bis(t-butylbenzene) BrC1=C(C=C(C=C1OC1=CC=C(C=C1)C(C)(C)C)Br)OC1=CC=C(C=C1)C(C)(C)C